dimethyl-1,4-dicarboxylaniline CN(C1(CC=C(C=C1)C(=O)O)C(=O)O)C